N-(4-carbamimidoylbenzyl)-1-(4-(cyanomethyl)benzyl)-1H-imidazole-4-carboxamide C(N)(=N)C1=CC=C(CNC(=O)C=2N=CN(C2)CC2=CC=C(C=C2)CC#N)C=C1